ClC=1C=CC(=C(C1)N1N=CC=2C(=NC=CC21)N)OC 5-chloro-2-methoxyphenyl-1H-pyrazolo[4,3-c]Pyridin-4-amine